CC1=C(C=CC(=C1)O)C(C1=CC=C(C=C1)C(C1=C(C=C(C=C1)O)C)C1=C(C=C(C=C1)O)C)C1=C(C=C(C=C1)O)C α,α,α',α'-tetrakis(2-methyl-4-hydroxyphenyl)-p-xylene